S1C=2C(=CC1)C=C1C2SC=C1 cyclopenta[2,1-b:3,4-b']-dithiophene